[Sn+4].C(CCCCCCCCCCC)(=O)[O-].C(CCCCCCCCCCC)(=O)[O-].C(CCCCCCCCCCC)(=O)[O-].C(CCCCCCCCCCC)(=O)[O-] laurate tin